1-(6-(1-(4-fluorobenzyl)-1H-pyrazole-4-carbonyl)-8-(hydroxymethyl)-2,6-diazaspiro[3.4]octan-2-yl)-2,2-dimethylpropan-1-one FC1=CC=C(CN2N=CC(=C2)C(=O)N2CC3(CN(C3)C(C(C)(C)C)=O)C(C2)CO)C=C1